1,3-Bis(naphthalen-2-ylmethyl)-2-phenylbenzimidazol-3-ium C1=C(C=CC2=CC=CC=C12)CN1C(=[N+](C2=C1C=CC=C2)CC2=CC1=CC=CC=C1C=C2)C2=CC=CC=C2